C(C)(C)C=1N(N=C2C=NC(=CC21)B(O)O)C (3-isopropyl-2-methyl-pyrazolo[3,4-c]pyridin-5-yl)boronic acid